azetidin-3-ylmethanamine N1CC(C1)CN